(1E)-4-bromo-2-(trifluoromethyl)benzaldoxime BrC1=CC(=C(C=NO)C=C1)C(F)(F)F